[1,3]dioxolo[4,5-f][1,3]benzodioxol O1COC2=CC3=C(OCO3)C=C21